4-(7-fluoroimidazo[1,2-a]pyridin-3-yl)-7-[[5-[4-(1-hydroxy-1-methyl-ethyl)-1-piperidyl]-2-pyridyl]amino]isoindolin-1-one FC1=CC=2N(C=C1)C(=CN2)C2=C1CNC(C1=C(C=C2)NC2=NC=C(C=C2)N2CCC(CC2)C(C)(C)O)=O